OC1(CC1)C1=CC=C(C=C1)NC(CC1=CC=C(C=C1)C1=CC=2N(C=C1)N=CN2)=O N-[4-(1-Hydroxycyclopropyl)phenyl]-2-[4-([1,2,4]triazolo[1,5-a]pyridin-7-yl)phenyl]acetamide